The molecule is an alpha-D-Manp-(1->2)-alpha-D-Manp-(1->2)-D-Manp in which the carbon bearing the anomeric hydroxy group has alpha- configuration. It derives from an alpha-D-Manp-(1->2)-alpha-D-Manp. C([C@@H]1[C@H]([C@@H]([C@@H]([C@H](O1)O)O[C@@H]2[C@H]([C@H]([C@@H]([C@H](O2)CO)O)O)O[C@@H]3[C@H]([C@H]([C@@H]([C@H](O3)CO)O)O)O)O)O)O